FC=1C=NC=CC1N1C[C@H](N(CC1)C(=O)N[C@@H](C)C1=CC=CC2=C1N=C(O2)C)C (R)-4-(3-Fluoropyridin-4-yl)-2-methyl-N-((S)-1-(2-methylbenzo[d]oxazol-4-yl)ethyl)piperazine-1-carboxamide